manganese(II) pentafluorobenzenesulfonate FC1=C(C(=C(C(=C1S(=O)(=O)[O-])F)F)F)F.[Mn+2].FC1=C(C(=C(C(=C1S(=O)(=O)[O-])F)F)F)F